[8-(4-chloro-pyridin-2-yl)-2,3-dihydro-benzo[1,4]dioxin-2-ylmethyl]-amid ClC1=CC(=NC=C1)C1=CC=CC2=C1OC(CO2)C[NH-]